1-(3-(4-((4-([1,2,4]triazolo[1,5-a]pyridin-7-yloxy)-3-methylphenyl)amino)pyrrolo[2,1-f][1,2,4]triazin-5-yl)azetidin-1-yl)prop-2-en-1-one N=1C=NN2C1C=C(C=C2)OC2=C(C=C(C=C2)NC2=NC=NN1C2=C(C=C1)C1CN(C1)C(C=C)=O)C